COC([C@@H](NC(CCCCCCCCCCC)=O)CCCNC(N)=N)=O Lauroyl-arginine methyl ester